methyl 2-(difluoromethoxy)-5-methyl-pyridine-3-carboxylate FC(OC1=NC=C(C=C1C(=O)OC)C)F